4-iodo-8-(1H-pyrazol-1-yl)-6a,7,8,9-tetrahydro-6H-pyrido[3,2-b]pyrrolo[1,2-d][1,4]oxazine IC1=CC=NC2=C1OCC1N2CC(C1)N1N=CC=C1